(R)-1-cyclopropyl-2-(((2-(4'-fluoro-2'-(4-methyl-4H-1,2,4-triazol-3-yl)-[1,1'-biphenyl]-3-yl)-7-(trifluoromethyl)benzo[d]oxazol-5-yl)methyl)amino)ethan-1-ol C1(CC1)[C@H](CNCC=1C=C(C2=C(N=C(O2)C=2C=C(C=CC2)C2=C(C=C(C=C2)F)C2=NN=CN2C)C1)C(F)(F)F)O